4-fluoro-4-(hydroxymethyl)piperidine-1-carboxylic acid 3,5-dimethoxybenzyl ester COC=1C=C(COC(=O)N2CCC(CC2)(CO)F)C=C(C1)OC